thioanisole C1(=CC=CC=C1)SC